[Li].[S] SULFUR LITHIUM